4-(aminomethyl)-6-(1-methyl-5-(1-oxo-6-(prop-1-yn-1-yl)isoindol-2-yl)-1H-pyrazol-4-yl)phthalazin-1(2H)-one NCC1=NNC(C2=CC=C(C=C12)C=1C=NN(C1N1C(C2=CC(=CC=C2C1)C#CC)=O)C)=O